N-(5,6-dimethyl-2-(3-methyl-1,4-diazepan-1-yl)pyrimidin-4-yl)-1H-indazol-5-amine CC=1C(=NC(=NC1C)N1CC(NCCC1)C)NC=1C=C2C=NNC2=CC1